(2S)-2-[(2S)-2-{[(9H-fluoren-9-ylmethoxy)carbonyl]amino}-3-methylbutanamido]propanoic acid C1=CC=CC=2C3=CC=CC=C3C(C12)COC(=O)N[C@H](C(=O)N[C@H](C(=O)O)C)C(C)C